Cl.FC1=C(C=CC=C1C[C@@H]1NCC2(CC2)[C@@H]1NS(=O)(=O)CC)C1=CC(=CC(=C1)F)F N-((6S,7S)-6-((2,3',5'-trifluoro-[1,1'-biphenyl]-3-yl)methyl)-5-azaspiro[2.4]heptan-7-yl)ethanesulfonamide hydrochloride